OC1=C(C=CC(=C1)OC(C)C(=O)OCC)C1=NC(=NC(=N1)C1=C(C=C(C=C1)OC(C)C(=O)OCC)O)C1=C(C=C(C=C1)OC(C)C(=O)OCC)O 2,4,6-Tris(2-hydroxy-4-[1-ethoxycarbonylethoxy]phenyl)-1,3,5-triazine